C1(CC1)C=1C(=C2C(C(N(C2=C(C1)F)CC(=O)NCCCC(=O)OC(C)(C)C)=O)(C)C)F tert-butyl 4-(2-(5-cyclopropyl-4,7-difluoro-3,3-dimethyl-2-oxoindolin-1-yl)acetamido)butanoate